3-cyclohexyl-4-(furan-2-carbonyl)-1,3,4,5-tetrahydro-2H-benzo[1,4]diazepin-2-one C1(CCCCC1)C1C(NC2=C(CN1C(=O)C=1OC=CC1)C=CC=C2)=O